6-(5-(((1-(2,5-difluoropyridin-3-yl)ethoxy)carbonyl)amino)-1-methyl-1H-1,2,3-triazol-4-yl)nicotinic acid FC1=NC=C(C=C1C(C)OC(=O)NC1=C(N=NN1C)C1=NC=C(C(=O)O)C=C1)F